NC1=NC(=CC(=N1)N1C(CN(CCC1)C(=O)OC(C)(C)C)C1=C(C=CC=C1)Cl)C Tert-butyl 4-(2-amino-6-methyl-pyrimidin-4-yl)-3-(2-chlorophenyl)-1,4-diazepane-1-carboxylate